C1=CC=C(C=2SC3=C(C21)C=CC=C3)C=3C=C(C=CC3)C3=NC=NC2=C1C(=CC=C32)C=C(C=C1)C1=CC(=CC=C1)C1=CC=CC3=C1SC1=C3C=CC=C1 4,8-bis[3-(Dibenzothiophen-4-yl)phenyl]benzo[h]quinazoline